C1(=CC=CC=C1)C1=CC2=CC(=C(C=C2C=C1C1=CC=CC=C1)C1=CC=CC=C1)C1=CC=CC=C1 2,3,6,7-Tetraphenyl-naphthalin